CCCCCC#C 6-Heptyne